ClCCOC1=C(CNC(=O)[C@H]2N(C[C@@H](C2)O)C([C@H](C(C)(C)C)NC(=O)C2(CC2)F)=O)C=CC(=C1)C1=C(N=CS1)C (2S,4R)-N-(2-(2-Chloroethoxy)-4-(4-methylthiazol-5-yl)benzyl)-1-((S)-2-(1-fluorocyclopropane-1-carboxamido)-3,3-dimethylbutanoyl)-4-hydroxypyrrolidine-2-carboxamide